N-(2-(3-Chloro-1-(((R)-tetrahydrofuran-2-yl)methyl)-1H-pyrazol-4-yl)pyrimidin-4-yl)-5-isopropyl-8-((2R,3S)-2-methyl-3-((methanesulfonyl)methyl)azetidin-1-yl)isoquinolin-3-amine ClC1=NN(C=C1C1=NC=CC(=N1)NC=1N=CC2=C(C=CC(=C2C1)C(C)C)N1[C@@H]([C@H](C1)CS(=O)(=O)C)C)C[C@@H]1OCCC1